2-[2-(2-Chloro-4-pyridyl)ethynyl]-1-methyl-5-(6-methyl-3-pyridyl)imidazole-4-carbonitrile ClC1=NC=CC(=C1)C#CC=1N(C(=C(N1)C#N)C=1C=NC(=CC1)C)C